ClC=1C=C(C(=NC1)OC)S(=O)(=O)NC1=C(C(=C(C=C1)F)C=1C=C2C=NC(=NC2=CC1)NC1CCC(CC1)O)F 5-chloro-N-(2,4-difluoro-3-(2-(((1r,4r)-4-hydroxycyclohexyl)amino)quinazolin-6-yl)phenyl)-2-methoxypyridine-3-sulfonamide